4-(4-bromo-3,5-dimethyl-phenoxy)-2-methyl-butan-2-ol BrC1=C(C=C(OCCC(C)(O)C)C=C1C)C